CC1=CC=C(C=C1)CCO 2-(p-methylphenyl)ethanol